tri-1-pyrrolidinylphosphonium hexafluorophosphate F[P-](F)(F)(F)(F)F.N1(CCCC1)[PH+](N1CCCC1)N1CCCC1